bromo-2-(1-bromoethyl)benzoic acid methyl ester COC(C1=C(C(=CC=C1)Br)C(C)Br)=O